CN1N=CC(=C1)S(=O)(=O)N1CC(CC1)C(=O)N1CCN(CC1)C1=CC=NC2=CC=CC=C12 (1-((1-methyl-1H-pyrazol-4-yl)sulfonyl)pyrrolidin-3-yl)(4-(quinolin-4-yl)piperazin-1-yl)methanone